BrC=1C=C(C=CC1S(=O)(=O)C)O 3-bromo-4-(methylsulfonyl)phenol